(R)-N-(1-(4-fluorophenyl)ethyl)-5-(5-(2,2,2-trifluoroethoxy)pyridin-3-yl)pyrazin-2-amine FC1=CC=C(C=C1)[C@@H](C)NC1=NC=C(N=C1)C=1C=NC=C(C1)OCC(F)(F)F